N1(N=NC=C1)C[C@H]1CN(C(O1)=O)C1=CC(=C(C=C1)N1CC2(CS(C2)=O)C1)F (R)-5-((1H-1,2,3-triazol-1-yl)methyl)-3-(3-fluoro-4-(2-oxo-2-thia-6-azaspiro[3.3]hept-6-yl)phenyl)oxazolidin-2-one